N[C@@H](CCC(=O)O)C(=O)O.N[C@@H](CCCNC(N)=N)C(=O)O arginine glutamate salt